CC=1C=C2C3=C(NC2=CC1)CC1CCC3N1 2-methyl-5,6,7,8,9,10-hexahydro-7,10-epiminocyclohepta[b]indol